CC(N1C(=O)N(C)C=2N=CNC2C1=O)CC methyl-ethyl-theophylline